O=S1(CCN(CC1)CC1=CNC2=CC(=CC=C12)C#CC=1C(=C(C(=O)O)C=CC1)C1=CC=C2C=CNC2=C1)=O 3-[3-(1,1-Dioxo-1λ6-thiomorpholin-4-ylmethyl)-1H-indol-6-ylethynyl]-2-(1H-indol-6-yl)-benzoic acid